CS(=O)(=O)C1=CC=C(C=C1)C1=CCCNC1 5-(4-(methylsulfonyl)phenyl)-1,2,3,6-tetrahydropyridine